C(C)(C)(C)OC(=O)NC1=C(C=NC=C1)C1(CC1)NCC(=O)OCC1=CC=CC=C1 benzyl 2-[(1-{4-[(tert-butoxycarbonyl) amino] pyridin-3-yl}cyclopropyl)amino]acetate